6-[[(3-ethylsulfonyl-2-quinolyl)amino]methyl]-2,2-difluoro-1,3-benzodioxole-5-carboxylic acid C(C)S(=O)(=O)C=1C(=NC2=CC=CC=C2C1)NCC=1C(=CC2=C(OC(O2)(F)F)C1)C(=O)O